NC=1SC2=C(N1)C(=CC=C2F)C2=C(C=C1C(=NC(=NC1=C2F)OC[C@]21CCCN1C[C@@H](C2)F)N[C@@H]2C[C@H](C2)O)C(F)(F)F (trans)-3-((7-(2-amino-7-fluorobenzo[d]thiazol-4-yl)-8-fluoro-2-(((2R,7aS)-2-fluorotetrahydro-1H-pyrrolizin-7a(5H)-yl)methoxy)-6-(trifluoromethyl)quinazolin-4-yl)amino)cyclobutan-1-ol